5-mercaptomethylthio-1,3-dithiolane SCSC1CSCS1